FC=1C(=C2C(=NC1)NC(=N2)C2OCCC2)C2CCN(CC2)C=O [4-[6-fluoro-2-[tetrahydrofuran-2-yl]-3H-imidazo[4,5-b]pyridin-7-yl]-1-piperidyl]methanone